N-tert-butyl-1-[6-(7-chloro-1-{[2-(trimethylsilyl)ethoxy]methyl}indazol-4-yl)pyridazin-3-yl]pyrrolidin-3-amine C(C)(C)(C)NC1CN(CC1)C=1N=NC(=CC1)C1=C2C=NN(C2=C(C=C1)Cl)COCC[Si](C)(C)C